4-(trifluoromethyl)-2-oxabicyclo[2.1.1]hexan-1-amine FC(C12COC(C1)(C2)N)(F)F